BrC1=C2C=C(N=CC2=CC2=C1CCC2)Cl 5-bromo-3-chloro-7,8-dihydro-6H-cyclopenta[g]Isoquinoline